C(C)P(CC)CC.[Ag+] silver(I) triethylphosphine